ClC=1C=C(C=C(C1OC=1C=CC2=C(N(C=N2)C2(CC2)C)C1)Cl)NC(=O)C1=NOC(N1)=O N-(3,5-dichloro-4-((1-(1-methylcyclopropyl)-1H-benzo[d]imidazol-6-yl)oxy)phenyl)-5-oxo-4,5-dihydro-1,2,4-oxadiazole-3-carboxamide